C1OCC12OCCNC2 2,5-dioxa-8-azaspiro[3.5]nonane